ClC=1C(=C(C=CC1)C(/C=C/C1=CC=C(OCCOC2CC(C2)C(=O)O)C=C1)=O)O 3-[2-[4-[(E)-3-(3-chloro-2-hydroxy-phenyl)-3-oxo-prop-1-enyl]phenoxy]ethoxy]cyclobutanecarboxylic acid